2-(6-{5-chloro-2-[(oxan-4-yl)amino]pyrimidin-4-yl}-1-oxo-2,3-dihydro-1H-isoindol-2-yl)-N-[(1R)-1-(4-chloropyridin-2-yl)ethyl]acetamide ClC=1C(=NC(=NC1)NC1CCOCC1)C1=CC=C2CN(C(C2=C1)=O)CC(=O)N[C@H](C)C1=NC=CC(=C1)Cl